N-(4-hydroxyphenyl)-methallylmethylbicyclo[2.2.1]hept-5-ene-2,3-dicarboximide OC1=CC=C(C=C1)N1C(=O)C2C3(C=CC(C2C1=O)C3)CCC(C)=C